ClC1=C(C(=S)N)C=CC=C1Cl 2,3-dichlorothiobenzamide